1-[(3S)-3-{[5-(6,6-difluoro-6,7-dihydro-5H-[1,2,4]triazolo[5,1-b][1,3]oxazin-2-yl)-6-methylpyridin-2-yl]amino}pyrrolidin-1-yl]-2-(4-fluorophenyl)ethan-1-one FC1(CN2C(OC1)=NC(=N2)C=2C=CC(=NC2C)N[C@@H]2CN(CC2)C(CC2=CC=C(C=C2)F)=O)F